C(C)(C)(C)OC(=O)N1C(C2=CC(=CC(=C2C1C)SC)Br)=O 6-bromo-3-methyl-4-(methylsulfanyl)-1-oxoisoindoline-2-carboxylic acid tert-butyl ester